palladium(II) bis(tri-p-tolylphosphine) dichloride [Cl-].[Cl-].C1(=CC=C(C=C1)P(C1=CC=C(C=C1)C)C1=CC=C(C=C1)C)C.C1(=CC=C(C=C1)P(C1=CC=C(C=C1)C)C1=CC=C(C=C1)C)C.[Pd+2]